ClC1=CC=C(CC2C3C4C(NC2(CC4CN3CC(C)C)C(=O)NCC(C)C)=O)C=C1 7-(4-chlorobenzyl)-N,1-diisobutyl-4-oxooctahydro-6H-3,6-methanopyrrolo[3,2-c]pyridine-6-carboxamide